NC1=NC=C2N(C(N(C2=N1)[C@@H]1O[C@@H](C[C@H]1O)[C@H](CC)O)=O)CC#C 2-Amino-9-((2R,3R,5S)-3-hydroxy-5-((S)-1-hydroxypropyl)tetrahydrofuran-2-yl)-7-(prop-2-yn-1-yl)-7,9-dihydro-8H-purin-8-one